N-{6,7-dimethoxy-1H,2H,3H-cyclopenta[b]quinolin-9-yl}-1-(propan-2-yl)piperidin-4-amine COC=1C(=CC=2C(=C3C(=NC2C1)CCC3)NC3CCN(CC3)C(C)C)OC